6,7,8,9-tetrahydro-5H-thieno[2,3-c]quinolin-4-one C1=CSC=2C(NC=3CCCCC3C21)=O